2-(4-chloro-3-fluorophenoxy)-N-(3-{4-[(3S)-3-(trifluoromethoxy)pyrrolidine-1-carbonyl]-1H-imidazol-1-yl}bicyclo[1.1.1]pentan-1-yl)acetamide ClC1=C(C=C(OCC(=O)NC23CC(C2)(C3)N3C=NC(=C3)C(=O)N3C[C@H](CC3)OC(F)(F)F)C=C1)F